2-[[4-[2-cyclopropyl-5-(2H-tetrazol-5-yl)-4-pyridyl]piperazin-1-yl]methyl]-1,3-benzothiazole C1(CC1)C1=NC=C(C(=C1)N1CCN(CC1)CC=1SC2=C(N1)C=CC=C2)C=2N=NNN2